C1(CC(C1)=O)=O 1,3-cyclobutanedione